3-(6-chloro-7-methoxy-1H-indol-4-yl)-2-(2,6-diethylphenyl)-5-(5-(trifluoromethyl)pyrimidin-2-yl)-4,5,6,7-tetrahydro-2H-pyrazolo[4,3-c]pyridine ClC1=CC(=C2C=CNC2=C1OC)C=1N(N=C2C1CN(CC2)C2=NC=C(C=N2)C(F)(F)F)C2=C(C=CC=C2CC)CC